N-(3-chloro-5-methanesulfonamidophenyl)-5-{5-fluoro-3-[(5-fluoro-2-methylpyridin-3-yl)methoxy]pyridin-2-yl}-1-methyl-1H-pyrrole-3-carboxamide ClC=1C=C(C=C(C1)NS(=O)(=O)C)NC(=O)C1=CN(C(=C1)C1=NC=C(C=C1OCC=1C(=NC=C(C1)F)C)F)C